2-(3-(4-(hydroxymethyl)phenyl)-2-oxotetrahydropyrimidin-1(2H)-yl)ethyl acetate C(C)(=O)OCCN1C(N(CCC1)C1=CC=C(C=C1)CO)=O